CC1(OCC2(CO1)CC(CC(C2)C)(C)C)C 3,3,8,8,10-pentamethyl-2,4-dioxaspiro[5.5]undecane